ethyl (4-((ethoxycarbonyl)oxy)pentan-2-yl)(methyl)carbamate C(C)OC(=O)OC(CC(C)N(C(OCC)=O)C)C